C[C@@H]1CC2=NN3C(C(NC[C@H]3C)=O)=C2CN1C(=O)OC(C)(C)C tert-butyl (3R,7R)-3,7-dimethyl-10-oxo-3,4,7,8,9,10-hexahydropyrido[4',3':3,4]pyrazolo[1,5-a]pyrazine-2(1H)-carboxylate